C(C(C)C)N1CC2(C1)CCN(CC2)C2=CC=C(C=C2)C2=CC1=C(C(=N2)C)N=C(N1C)C1=CC=C(C=C1)S(=O)(=O)C 6-(4-(2-isobutyl-2,7-diazaspiro[3.5]nonan-7-yl)phenyl)-1,4-dimethyl-2-(4-(methylsulfonyl)phenyl)-1H-imidazo[4,5-c]pyridine